C(CCCCCCCCCC)C=1N(C=C[NH+]1)CC(=O)O undecyl-N-carboxymethyl-imidazolium